diPropyl-ethylamine C(CC)N(CC)CCC